p-toluenesulfinic acid tetramethylammonium salt C[N+](C)(C)C.CC1=CC=C(C=C1)S(=O)[O-]